C(#N)C1(CC1)C1=CC=C(C=C1)C1=C(C=NC2=CC=C(C=C12)F)C(=O)NC=1C=NN(C1)CC(=O)N(C)C 4-(4-(1-Cyanocyclopropyl)phenyl)-N-(1-(2-(dimethylamino)-2-oxoethyl)-1H-pyrazol-4-yl)-6-fluoroquinoline-3-carboxamide